N-(4,5-Dimethoxy-2-((4-(2-(methyl(3-(pyridin-3-yl)benzyl)amino)ethyl)phenyl)carbamoyl)phenyl)-4-oxo-4H-chromene-2-carboxamide COC1=CC(=C(C=C1OC)NC(=O)C=1OC2=CC=CC=C2C(C1)=O)C(NC1=CC=C(C=C1)CCN(CC1=CC(=CC=C1)C=1C=NC=CC1)C)=O